C(CCC)NC1=CC=CC=C1 butylanilin